[Na+].NCCNCCC(=O)[O-] N-(2-aminoethyl)-beta-alanine monosodium salt